(3R)-4-[4-(dimethyl-1H-1,2,3-triazol-5-yl)-5-methyl-7-[1-(tetrahydropyran-2-yl)-1H-pyrazol-5-yl]imidazo[1,5-b]pyridazin-2-yl]-3-methylmorpholine CC=1N=NN(C1C=1C=2N(N=C(C1)N1[C@@H](COCC1)C)C(=NC2C)C2=CC=NN2C2OCCCC2)C